O=C1C=CN(C2=CC=CC=C12)N(N=CC1=C(C=CC(=C1)Br)OC)C(C)=O (4-oxo-4H-quinolin-1-yl)-acetyl-(5-bromo-2-methoxybenzylidene)hydrazine